N-(3,4-difluorobenzyl)-2-{[2-(1H-pyrrolo[2,3-b]pyridin-3-yl)benzyl]amino}-pyridine-3-carboxamide FC=1C=C(CNC(=O)C=2C(=NC=CC2)NCC2=C(C=CC=C2)C2=CNC3=NC=CC=C32)C=CC1F